(3aR,6aS)-N2-(2-fluoro-4-(4-(trifluoromethyl)piperidin-1-yl)phenyl)octahydropentalene-2,5-diamine FC1=C(C=CC(=C1)N1CCC(CC1)C(F)(F)F)NC1C[C@@H]2CC(C[C@@H]2C1)N